NC1=CC(=CC=N1)C1CC1 6-amino-4-cyclopropylpyridin